N1N=CC=C1C(=O)[O-] Z-pyrazole-5-carboxylate